ethyl 5-(9-chloropyrazolo[5,1-a][2,6]naphthyridin-5-yl)-4-methylpicolinate ClC1=NC=C2C=C(N3C(C2=C1)=CC=N3)C=3C(=CC(=NC3)C(=O)OCC)C